propyl-dicyclohexyl-3,4-difluorobiphenyl C(CC)C1=C(C(=C(C(=C1C1=CC=CC=C1)C1CCCCC1)F)F)C1CCCCC1